NC1=NC=C(C2=C1C(=NN2C(C)C)C2=CC(=C(C=C2)NS(=O)(=O)C2=C(C=CC=C2)Cl)F)C2=CC[C@@H](CC2)NCCF N-(4-(4-amino-7-(4(R)-((2-fluoroethyl)amino)cyclohex-1-en-1-yl)-1-isopropyl-1H-pyrazolo[4,3-c]pyridin-3-yl)-2-fluorophenyl)-2-chlorobenzenesulfonamide